bicyclo[2.2.2]-7-octene-2,3,5,6-tetracarboxylic acid dianhydride C1=CC2C3C(C1C4C2C(=O)OC4=O)C(=O)OC3=O